4-[(2-{3-[(2-fluoro-6-methoxyphenyl)-amino]prop-1-yn-1-yl}-1-(2,2,2-trifluoroethyl)-1H-indol-4-yl)amino]-1λ6-thiane-1,1-dione FC1=C(C(=CC=C1)OC)NCC#CC=1N(C2=CC=CC(=C2C1)NC1CCS(CC1)(=O)=O)CC(F)(F)F